C(#N)C1=CC=C(C=C1)C1C(N=CS1)=O 5-(4-cyanophenyl)-4-oxo-4,5-dihydrothiazol